O1C(=NC2=C1C=CC=C2)C2CCN(CC2)C2=C(C(N(C1=CC(=CC=C21)C#N)C)=O)C#N 4-[4-(1,3-benzooxazol-2-yl)piperidin-1-yl]-1-methyl-2-oxo-1,2-dihydroquinoline-3,7-dinitrile